(3'S,4'S)-3'-(3,4-dihydroxybenzoyl)-5-methoxy-4'-(2-methoxyphenyl)-1'-methylspiro[indoline-3,2'-pyrrolidin]-2-one OC=1C=C(C(=O)[C@@H]2C3(N(C[C@@H]2C2=C(C=CC=C2)OC)C)C(NC2=CC=C(C=C23)OC)=O)C=CC1O